5,5-di-methyl-bipyridyl CC1(CC=C(N=C1)C1=NC=CC=C1)C